FC=1C=C(C=CC1)[C@@H]1CN(CC1)C(=O)C=1C=C2CN(C(C2=CC1)=O)C1C(NC(CC1)=O)=O 3-(5-((R)-3-(3-fluorophenyl)pyrrolidine-1-carbonyl)-1-oxoisoindolin-2-yl)piperidine-2,6-dione